CC1=C(C2=C(CC[C@@](O2)(C)CCC[C@H](C)CCC[C@H](C)CCCC(C)C)C(=C1O)C)C (R,R,R)-α-Tocopherol